C(C1=CC=CC=C1)OC(=O)N1CCC(=CC1)C1=CC(=C(C(=O)O)C=C1)O 4-(1-((benzyloxy)carbonyl)-1,2,3,6-tetrahydropyridin-4-yl)-2-hydroxybenzoic acid